1-{3-{3-[4-(4-Chlorothiazol-2-yl)-1H-1,2,3-triazol-1-yl]-3-deoxy-2-O-methyl-β-D-galactopyranosyl}-5-methyl-4H-1,2,4-triazol-4-yl}-5-chloro-2-(trifluoromethyl)benzene ClC=1N=C(SC1)C=1N=NN(C1)[C@@H]1[C@H]([C@@H](O[C@@H]([C@@H]1O)CO)C1=NN=C(N1C1=C(C=CC(=C1)Cl)C(F)(F)F)C)OC